2-(4-methoxypyridin-3-yl)acetic acid COC1=C(C=NC=C1)CC(=O)O